CC1(C(=C(CCC1(C)C)C(=O)OCC)C(=O)OCC)C diethyl 3,3,4,4-tetramethylcyclohex-1-ene-1,2-dicarboxylate